6-((3-((4-(decyloxy)-4-oxobutyl)(2-hydroxyethyl)amino)propyl)(2-hydroxyethyl)amino)hexyl 3-hexylnonanoate C(CCCCC)C(CC(=O)OCCCCCCN(CCO)CCCN(CCO)CCCC(=O)OCCCCCCCCCC)CCCCCC